FC1(C2=CC=CC=C2C=2C=C(C=CC12)C(=O)NCC(=O)N1[C@@H](C[C@@](C1)(COS(=O)(=O)C)F)C(=O)OCC1=CC=CC=C1)F benzyl (2S,4R)-1-((9,9-difluoro-9H-fluorene-3-carbonyl)glycyl)-4-fluoro-4-(((methylsulfonyl) oxy)methyl)pyrrolidine-2-carboxylate